C(C)(=O)N[C@H]1C(O)O[C@@H]([C@@H]([C@H]1O)O)C L-N-acetylfucosamine